ClC1=C(C=CC(=C1)Cl)C=1CCCC2=C(C1C1=CC=C(C=C1)O[C@@H]1CN(CC1)CCCF)C=CC(=C2)NS(=O)(=O)C (S)-N-(8-(2,4-dichlorophenyl)-9-(4-((1-(3-fluoropropyl)pyrrolidin-3-yl)oxy)phenyl)-6,7-dihydro-5H-benzo[7]annulen-3-yl)methanesulfonamide